4-cyano-N-[(1s,4s)-4-{[2-(trifluoromethyl)quinolin-4-yl]amino}cyclohexyl]benzamide C(#N)C1=CC=C(C(=O)NC2CCC(CC2)NC2=CC(=NC3=CC=CC=C23)C(F)(F)F)C=C1